NC1=NN(C(=C1)C1=CC(=C(C#N)C=C1)F)C=1C=C2C=NN(C2=CC1)CCO 4-(3-amino-1-(1-(2-hydroxyethyl)-1H-indazol-5-yl)-1H-pyrazol-5-yl)-2-fluorobenzonitrile